methyl 4-aminopyrrolidine-1,2-dicarboxylate NC1CC(N(C1)C(=O)OC)C(=O)[O-]